(3-benzylsulfanylphenyl)-(6-bromo-1-cyclopentyl-pyrrolo[3,2-c]pyridin-3-yl)methanone C(C1=CC=CC=C1)SC=1C=C(C=CC1)C(=O)C1=CN(C2=C1C=NC(=C2)Br)C2CCCC2